tert-butyl 2'-(3-chloro-1H-pyrrolo[2,3-b]pyridin-5-yl)-5',6'-dihydro-1H-spiro[piperidine-4,4'-pyrrolo[1,2-b]pyrazole]-1-carboxylate ClC1=CNC2=NC=C(C=C21)C=2C=C1N(N2)CCC12CCN(CC2)C(=O)OC(C)(C)C